N-(4-(1-(cyclopropanecarbonyl)indolin-5-yl)-5-methylthiazol-2-yl)-2-(3-(2-(2-((2-(2,6-dioxopiperidin-3-yl)-1,3-dioxoisoindolin-5-yl)amino)ethoxy)ethoxy)-4-fluorophenyl)acetamide C1(CC1)C(=O)N1CCC2=CC(=CC=C12)C=1N=C(SC1C)NC(CC1=CC(=C(C=C1)F)OCCOCCNC=1C=C2C(N(C(C2=CC1)=O)C1C(NC(CC1)=O)=O)=O)=O